BrC=1C(=NC=C(C1OCCNCC1=C(C=C(C=C1)OC)OC)Br)C 2-((3,5-Dibromo-2-methylpyridin-4-yl)oxy)-N-(2,4-dimethoxybenzyl)ethan-1-amine